C(C)OC(CCCCC(=O)OCC)=O Diethyladipat